NC1=C(C=C(C=C1)Cl)N(S(=O)(=O)C1CC1)C N-(2-amino-5-chlorophenyl)-N-methylcyclopropane-sulfonamide